O1C=CN=CC2=C1C=CC=C2 1,4-benzooxazepine